9-(2-fluoro-5-trifluoromethylanilino)-1,3-dimethylfluorene-9-carboxylic acid ethyl ester C(C)OC(=O)C1(C2=CC=CC=C2C=2C=C(C=C(C12)C)C)NC1=C(C=CC(=C1)C(F)(F)F)F